(R)-1-(2-aminopyrimidin-4-yl)piperidin-3-ol NC1=NC=CC(=N1)N1C[C@@H](CCC1)O